FC1=C(OC2CCN(CC2)C2=CC(=NC=C2[N+](=O)[O-])C(=O)N[C@H]2COCC2)C=CC(=C1)F (R)-4-(4-(2,4-difluorophenoxy)piperidin-1-yl)-5-nitro-N-(tetrahydrofuran-3-yl)pyridinecarboxamide